racemic-dimethylsilyl-bis(2-methyl-4-phenyl-1-indenyl)zirconium (IV) dichloride [Cl-].[Cl-].C[SiH](C)[Zr+](C1C(=CC2=C(C=CC=C12)C1=CC=CC=C1)C)C1C(=CC2=C(C=CC=C12)C1=CC=CC=C1)C.C[SiH](C)[Zr+](C1C(=CC2=C(C=CC=C12)C1=CC=CC=C1)C)C1C(=CC2=C(C=CC=C12)C1=CC=CC=C1)C